O=C1NC2=CC=CC=C2C12CCC(CC2)N2CCC(CC2)CNC(OCC)=O ethyl ((1-(2'-oxospiro[cyclohexane-1,3'-indolin]-4-yl)piperidin-4-yl)methyl)carbamate